1-(2,4-Diethoxy-6-hydroxyphenyl)-3-(4-ethoxyphenyl)prop-2-en-1-one C(C)OC1=C(C(=CC(=C1)OCC)O)C(C=CC1=CC=C(C=C1)OCC)=O